tert-butyl N-[4-[4-[4-(2,4-dioxohexahydropyrimidin-1-yl)phenyl]piperazin-1-yl]-4-oxo-butyl]carbamate O=C1N(CCC(N1)=O)C1=CC=C(C=C1)N1CCN(CC1)C(CCCNC(OC(C)(C)C)=O)=O